C1(=CC=CC=C1)CS(=O)(=O)OC1=C(O[C@@](C1=O)([2H])C1=C(C(=CC=C1)F)F)N (S)-2-amino-5-(2,3-difluorophenyl)-4-oxo-4,5-dihydrofuran-3-yl-5-d phenylmethanesulfonate